N1N=NC(=C1)S(=O)(=O)C1=NC(=NN1C(=O)N(CCC)CC)S(=O)(=O)CCC triazolesulfonyl-N-ethyl-N-propyl-3-propylsulfonyl-1H-1,2,4-triazole-1-carboxamide